3-[5-methyl-1-(tricyclo[3.3.1.13,7]dec-1-ylmethyl)-1H-pyrazol-4-yl]-6-[8-([1,3]thiazolo[4,5-c]pyridin-2-ylcarbamoyl)-3,4-dihydroisoquinolin-2(1H)-yl]pyridine-2-carboxylic acid CC1=C(C=NN1CC12CC3CC(CC(C1)C3)C2)C=2C(=NC(=CC2)N2CC3=C(C=CC=C3CC2)C(NC=2SC3=C(C=NC=C3)N2)=O)C(=O)O